4'-amino-4-bromo-N-(3,4-difluorophenyl)-4''-sulfamoyl-[1,1':3',1''-terphenyl]-5'-carboxamide NC1=C(C=C(C=C1C(=O)NC1=CC(=C(C=C1)F)F)C1=CC=C(C=C1)Br)C1=CC=C(C=C1)S(N)(=O)=O